2-PHENYLPYRIDINE-3-BORONIC ACID C1(=CC=CC=C1)C1=NC=CC=C1B(O)O